CCCCCCCCCCCCCCCCCCCCCC(=O)N[C@@H](CO[C@H]1[C@@H]([C@H]([C@H]([C@H](O1)CO)O)OS(=O)(=O)[O-])O)[C@@H](/C=C/CCCCCCCCCCCCC)O The molecule is a galactosylceramide sulfate(1-) in which the ceramide N-acyl group is specified as docosanoyl. It is a conjugate base of a 1-(3-O-sulfo-beta-D-galactosyl)-N-docosanoylsphingosine.